ClC1=CC(=C(C(=O)N2C[C@H](N(CC2)C2=C(C=C(C=C2)C2=C(C=CC=C2)OC)CN)CC)C=C1)C(F)(F)F 1-{4-[(2R)-4-[4-chloro-2-(trifluoromethyl)benzoyl]-2-ethylpiperazin-1-yl]-2'-methoxy-[1,1'-biphenyl]-3-yl}methylamine